5-{4-amino-5-[(propan-2-yloxy)methyl]pyrrolo[2,1-f][1,2,4]triazin-7-yl}-N-[(3R,4S)-1-(3,3-difluorocyclobutanecarbonyl)-4-fluoropyrrolidin-3-yl]-2-methoxypyridine-3-carboxamide NC1=NC=NN2C1=C(C=C2C=2C=C(C(=NC2)OC)C(=O)N[C@@H]2CN(C[C@@H]2F)C(=O)C2CC(C2)(F)F)COC(C)C